ClC=1C(=C(C=CC1)NC1=NC=NC2=CC(=C(C=C12)[C@]1(N(CCN(C1)C(C=C)=O)C(=O)N)C)OC)F 4-[(3-chloro-2-fluorophenyl)amino]-7-methoxyquinazolin-6-yl-4-acryloyl-(R)-2-methylpiperazine-1-carboxamide